7-((S)-4-acryloyl-2-methylpiperazin-1-yl)-9-chloro-10-(2,4-difluorophenyl)-2,3-dihydro-5H-[1,4]thiazino[2,3,4-ij]quinazolin-5-one 1,1-dioxide C(C=C)(=O)N1C[C@@H](N(CC1)C1=NC(N2C3=C(C(=C(C=C13)Cl)C1=C(C=C(C=C1)F)F)S(CC2)(=O)=O)=O)C